O=C1NC(CCC1N1C(C2=CC=C(C=C2C1)C#CCN1CCN(CC1)C1CCN(CC1)CC(=O)O)=O)=O 2-[4-(4-{3-[2-(2,6-dioxopiperidin-3-yl)-1-oxo-2,3-dihydro-1H-isoindol-5-yl]prop-2-yn-1-yl}piperazin-1-yl)piperidin-1-yl]acetic acid